(4S)-4-amino-5-(4-methanesulfonylphenoxy)pentanamide hydrochloride Cl.N[C@@H](CCC(=O)N)COC1=CC=C(C=C1)S(=O)(=O)C